C(CCCCCCCCCCCCCCC)C(C(=O)O)CCCCCC\C=C/CCCC.C(CCCCCCC\C=C/CCCC)(=O)OCCCCCCCCCCCCCCCC cetyl myristoleate (cetyl myristoleate)